FC(C=1C=NNC1C(F)(F)F)(F)F 4,5-bis(trifluoromethyl)pyrazole